CSC(C(=O)N1C(CCCC1)C=1NC(=CN1)C1=C(C#N)C=CC=C1)C 2-(2-(1-(2-(methylthio)propionyl)piperidin-2-yl)-1H-imidazol-5-yl)benzonitrile